FC=1C(=CC2=C(C(N3[C@@H](CO2)C[C@@H](C3)OC3=NC=C2CCC(NC2=C3)=O)=O)C1OC)C (2S,11aR)-7-fluoro-6-methoxy-8-methyl-2-((2-oxo-1,2,3,4-tetrahydro-1,6-naphthyridin-7-yl)oxy)-2,3,11,11a-tetrahydro-1H,5H-benzo[f]pyrrolo[2,1-c][1,4]oxazepin-5-one